Cl.N(N)C=1C=NOC1 4-hydrazino-1,2-oxazole hydrochloride